8-(4-(((2-(2,6-dioxopiperidin-3-yl)-6-fluoro-1,3-dioxoisoindolin-5-yl)methyl)(methyl)amino)piperidin-1-yl)-9-ethyl-6,6-dimethyl-11-oxo-6,11-dihydro-5H-benzo[b]carbazole-3-carbonitrile O=C1NC(CCC1N1C(C2=CC(=C(C=C2C1=O)CN(C1CCN(CC1)C=1C(=CC2=C(C(C=3NC4=CC(=CC=C4C3C2=O)C#N)(C)C)C1)CC)C)F)=O)=O